4-chloro-6-(trifluoromethyl)-7H-pyrrolo[2,3-d]Pyrimidine ClC=1C2=C(N=CN1)NC(=C2)C(F)(F)F